3-[(4-methoxyphenyl)methylamino]-5-morpholinopyridine-2-carbonitrile COC1=CC=C(C=C1)CNC=1C(=NC=C(C1)N1CCOCC1)C#N